C(COCCOCCOCCOCCCC)O 3,6,9,12-Tetraoxahexadecan-1-ol